5-(((3-nitropyridin-2-yl)amino)methyl)pyrimidine-2-carbonitrile [N+](=O)([O-])C=1C(=NC=CC1)NCC=1C=NC(=NC1)C#N